C1(CCCCC1)C(OC1=NNC=C1)C1CCCCC1 3-(dicyclohexylmethoxy)-1H-pyrazole